C12CNCC2C1C=O 3-azabicyclo[3.1.0]hexane-6-carbaldehyde